C1(CC1)C1=C(C(=NO1)C1=C(C=CC=C1Cl)Cl)CO[C@@H]1[C@@H]2CN([C@H](C1)C2)C2=CC(=C(C(=O)OC(C)(C)C)C=C2)F |&1:18| tert-Butyl 4-[(1S,4S,SR)-5-[[5-cyclopropyl-3-(2,6-dichlorophenyl)-1,2-oxazol-4-yl]methoxy]-2-azabicyclo[2.2.1]heptan-2-yl]-2-fluorobenzoate